5-methyl-4-azaadamantane iodide salt [I-].CC12NC3CC(CC(C1)C3)C2